NC1=NC(=CC(=N1)N1CCC2(C[C@H](NC2)C(=O)OCC)CC1)O[C@@H](C(F)(F)F)C1=C(C=C(C=C1)Cl)C1=CC(=CC(=C1)C(F)(F)F)C(F)(F)F (S)-ethyl 8-(2-amino-6-((R)-1-(5-chloro-3',5'-bis(trifluoromethyl)-[1,1'-biphenyl]-2-yl)-2,2,2-trifluoroethoxy)pyrimidin-4-yl)-2,8-diazaspiro[4.5]decane-3-carboxylate